OC1C(OCC1O)C(=O)NC([2H])([2H])[2H] 3,4-dihydroxy-N-(methyl-d3)tetrahydrofuran-2-carboxamide